(5Z)-2-[[(1R)-2-Methoxy-1-phenyl-ethyl]amino]-3-methyl-5-[(2-methylindazol-5-yl)methylene]imidazol-4-one COC[C@@H](C1=CC=CC=C1)NC1=N\C(\C(N1C)=O)=C/C1=CC2=CN(N=C2C=C1)C